C(C)C=1C=NC(=C(C(=O)O)C1)C=1NC([C@@](N1)(C)C(C)C)=O 5-ethyl-2-[(R,S)-4-isopropyl-4-methyl-5-oxo-2-imidazolin-2-yl]nicotinic acid